COC(=O)C=1C=C(C=CC1)C(C(=O)O)=O 2-(3-(Methoxycarbonyl)phenyl)oxoacetic acid